(S)-2-(4-(3-(4-methylfuran-2-yl)isoxazolidin-2-carbonyl)piperidin-1-yl)pyrimidine-4-carbonitrile CC=1C=C(OC1)[C@H]1N(OCC1)C(=O)C1CCN(CC1)C1=NC=CC(=N1)C#N